3-((3-((3R,5R)-5-(4-fluorophenyl)tetrahydro-furan-3-yl)-1,2,4-oxadiazol-5-yl)methyl)-5-methylpyrido[3,4-d]pyrimidin-4(3H)-one FC1=CC=C(C=C1)[C@H]1C[C@@H](CO1)C1=NOC(=N1)CN1C=NC2=C(C1=O)C(=CN=C2)C